ClC1=NC=C(C(=C1)C1=C(C=NC(=C1)C)C(=O)NC=1SC=2C(=NC=C(N2)C2=CC=C(C=C2)C#N)N1)OC 2'-chloro-N-(6-(4-cyanophenyl)thiazolo[4,5-b]pyrazin-2-yl)-5'-methoxy-6-methyl-[4,4'-bipyridyl]-3-carboxamide